NC=1C=C(C=NC1)NC(CC1=CC=CC=C1)=O N-(5-aminopyridin-3-yl)-2-phenylacetamide